ethyl 1-(3-chloroanilino)-4-(4,4,5,5-tetramethyl-1,3,2-dioxaborolan-2-yl)cyclohex-3-ene-1-carboxylate ClC=1C=C(NC2(CC=C(CC2)B2OC(C(O2)(C)C)(C)C)C(=O)OCC)C=CC1